ethyl (R)-2-(1-(6-(5-(((4-cyclobutylpyrimidin-2-yl)oxy)methyl)-1-methyl-1H-1,2,3-triazol-4-yl)-2-ethylpyridin-3-yl)piperidin-3-yl)acetate C1(CCC1)C1=NC(=NC=C1)OCC1=C(N=NN1C)C1=CC=C(C(=N1)CC)N1C[C@H](CCC1)CC(=O)OCC